tetramethyl-nonylamine CC(C(N)(C)C)(CCCCCCC)C